methyl-benzimidazole zinc salt [Zn].CC=1NC2=C(N1)C=CC=C2